ClC1=CC=C(C=C1)N1N=C(C=C1)OCC1=C(C=CC=C1C)N1N=NN(C1=O)C 1-[2-[[1-(4-chlorophenyl)pyrazol-3-yl]oxymethyl]methyl-phenyl]-4-methyl-tetrazol-5-one